ClC1=C(C=CC=C1)C=1N=C(SC1)N(\N=C\C1=C(C(=O)OCCN2CCNCC2)C=CC=C1)C (E)-2-(piperazin-1-yl)ethyl 2-((2-(4-(2-chlorophenyl)thiazol-2-yl)-2-Methylhydrazono)methyl)benzoate